phenyl N-[3-(2,6-dimethoxyphenyl)-1-{[2-(trimethylsilyl)ethoxy]methyl}pyrrolo[2,3-b]pyridin-6-yl]carbamate COC1=C(C(=CC=C1)OC)C1=CN(C2=NC(=CC=C21)NC(OC2=CC=CC=C2)=O)COCC[Si](C)(C)C